The molecule is a N-glycosyl-1,2,4-triazine that is 6-azauridine acetylated at positions 2', 3' and 5' on the sugar ring. It is a prodrug for 6-azauridine and is used for treatment of psoriasis. It has a role as an antipsoriatic and a prodrug. It is an acetate ester and a N-glycosyl-1,2,4-triazine. It derives from a 6-azauridine. CC(=O)OC[C@@H]1[C@H]([C@H]([C@@H](O1)N2C(=O)NC(=O)C=N2)OC(=O)C)OC(=O)C